N1C=[NH+]C=C1.S(=O)(=O)([O-])[O-].[Ba+] barium sulfate, imidazolium salt